CC(=CB1OC(C(O1)(C)C)(C)C)C 2-methyl-1-(4,4,5,5-tetramethyl-1,3,2-dioxaborolan-2-yl)-1-propene